sodium dibromite Br(=O)[O-].Br(=O)[O-].[Na+].[Na+]